2-hexenoate C(C=CCCC)(=O)[O-]